[Mn].[Bi].[Cu] copper bismuth manganese